1-ethylethylether C(C)C(C)OC(C)CC